(chloromethyl)-N-(4-methoxyphenyl)benzo[h]quinolin-4-amine ClCC1=NC2=C3C(=CC=C2C(=C1)NC1=CC=C(C=C1)OC)C=CC=C3